(R)-tert-butyl 3-((S)-1-(tert-butoxy)-3-(3-(2-chloroacetyl)phenyl)-1-oxopropan-2-yl)pyrrolidine-1-carboxylate C(C)(C)(C)OC([C@@H](CC1=CC(=CC=C1)C(CCl)=O)[C@@H]1CN(CC1)C(=O)OC(C)(C)C)=O